1-(3-(3-phenyl-1H-pyrazol-5-yl)phenyl)ethan-1-ol C1(=CC=CC=C1)C1=NNC(=C1)C=1C=C(C=CC1)C(C)O